(2-(4-([1,3]dioxolo[4,5-g]quinazolin-8-yl)piperazin-1-yl)ethyl)phosphonic acid O1COC=2C1=CC=1C(=NC=NC1C2)N2CCN(CC2)CCP(O)(O)=O